C(#N)C1=C(OC2=C(C=C(C=C2C1=O)C)C(C)NC1=C(C(=O)O)C=CC=C1)C1=CC2=CN(N=C2C=C1)C 2-((1-(3-cyano-6-methyl-2-(2-methyl-2H-indazol-5-yl)-4-oxo-4H-chromen-8-yl)ethyl)amino)benzoic acid